3-methyl-4-phenoxy-2-pyrrolidone CC1C(NCC1OC1=CC=CC=C1)=O